4-chloro-2-[4-[N-(1,4-dioxan-2-ylmethyl)-4-(trideuteriomethoxy)anilino]cyclohexyl]-5-[[(1R,5R,6S)-3-oxabicyclo[4.1.0]heptan-5-yl]methylamino]pyridazin-3-one ClC=1C(N(N=CC1NC[C@@H]1COC[C@@H]2C[C@H]12)C1CCC(CC1)N(C1=CC=C(C=C1)OC([2H])([2H])[2H])CC1OCCOC1)=O